CC1=C(N=NN1)C(=O)[O-] 5-methyl-triazole-4-carboxylate